C(C)(C)(C)OC(=O)N1CC(C1)C(O)C1=NC=CN=C1F 3-((3-Fluoropyrazin-2-yl)(hydroxy)methyl)azetidine-1-carboxylic acid tert-butyl ester